6-methyl-4-oxo-2-(1-oxa-9-azaspiro[5.5]undecan-9-yl)-4H-chromen CC=1C=C2C(C=C(OC2=CC1)N1CCC2(CCCCO2)CC1)=O